(R)-2-methylpiperidin-1-carboxylic acid C[C@H]1N(CCCC1)C(=O)O